3-(5-bromo-1H-pyrrolo[3,2-b]pyridin-2-yl)propoxy-tert-butyl-dimethyl-silane BrC1=CC=C2C(=N1)C=C(N2)CCCO[Si](C)(C)C(C)(C)C